NC1=CC(=C(C(=N1)C(C)C)N1C(N=C(C2=C1N=C(C(=C2)F)C2=C(C=CC=C2O)F)N2C[C@@H](N([C@@H](C2)C)C(C=C)=O)C)=O)C 1-(6-Amino-2-isopropyl-4-methyl-3-pyridyl)-4-[(3S,5R)-3,5-dimethyl-4-prop-2-enoyl-piperazin-1-yl]-6-fluoro-7-(2-fluoro-6-hydroxy-phenyl)pyrido[2,3-d]pyrimidin-2-one